BrC=1N=C(C=2N(C1C)C=CN2)Br 6,8-dibromo-5-methylimidazo[1,2-a]pyrazine